C(CC)C1C(C2C=CC1C2)C=O 3-propylbicyclo[2.2.1]hept-5-ene-2-carboxaldehyde